ethyl-N-methyl-7-morpholino-5-(3-(m-tolyl)-1H-pyrazol-1-yl)pyrazolo[1,5-a]pyrimidine-2-carboxamide C(C)C=1C(=NN2C1N=C(C=C2N2CCOCC2)N2N=C(C=C2)C=2C=C(C=CC2)C)C(=O)NC